3,4-Dimethylthiophen CC1=CSC=C1C